1-methyl-N-[6-[3-[(3-methyl-1-tetrahydropyran-2-yl-indazol-5-yl)amino]indazol-1-yl]-2-pyridyl]pyrazole-4-carboxamide CN1N=CC(=C1)C(=O)NC1=NC(=CC=C1)N1N=C(C2=CC=CC=C12)NC=1C=C2C(=NN(C2=CC1)C1OCCCC1)C